4-((4-((5-carboxypentyl)oxy) Phenyl)(pyridin-2-yl)methyl)phenylsulfate C(=O)(O)CCCCCOC1=CC=C(C=C1)C(C1=CC=C(C=C1)OS(=O)(=O)[O-])C1=NC=CC=C1